(1R,2R)-1-(4-chlorophenyl)-2-((phenylthio)methyl)but-3-en-1-ol ClC1=CC=C(C=C1)[C@@H]([C@@H](C=C)CSC1=CC=CC=C1)O